[N+](=O)([O-])C1=CC=C(C=N1)N1CCC2(OCCO2)CC1 8-(6-nitro-3-pyridinyl)-1,4-dioxa-8-azaspiro[4.5]decane